bis{di(trimethylsilyl)amino}magnesium C[Si](C)(C)N([Si](C)(C)C)[Mg]N([Si](C)(C)C)[Si](C)(C)C